methyl 3-(2-(azepan-1-yl)acetamido)thiophene-2-carboxylate N1(CCCCCC1)CC(=O)NC1=C(SC=C1)C(=O)OC